OC(=O)C(F)(F)F.[C@H]12CNC[C@@H]2C1C(=O)C=1SC=C(N1)C (1R,5S,6r)-3-azabicyclo[3.1.0]hex-6-yl-(4-methyl-1,3-thiazol-2-yl)methanone TFA salt